OC1CN(C1)C(=O)O[C@@H]1CC[C@H](CC1)C(N(C[C@@H]1CC[C@H](CC1)C1=CC(=C(C=C1)OC)C)C1=NC=CC(=C1)C=1N=C(OC1)C(C)(C)C)=O trans-4-((4-(2-(tert-Butyl)oxazol-4-yl)pyridin-2-yl)(((trans)-4-(4-methoxy-3-methylphenyl)cyclohexyl)methyl) carbamoyl)cyclohexyl 3-hydroxyazetidine-1-carboxylate